N-(4-cyanophenyl)-N'-carboxyethyl-urea C(#N)C1=CC=C(C=C1)NC(=O)NCCC(=O)O